BrC1=CC=NC(=C1F)Cl 4-Bromo-6-chloro-5-fluoropyridine